4-(10-hydroxydecyloxy)-3-methoxybenzaldehyde OCCCCCCCCCCOC1=C(C=C(C=O)C=C1)OC